adenosine 5'-monophosphate sodium salt hydrate O.[Na+].P(=O)([O-])([O-])OC[C@@H]1[C@H]([C@H]([C@@H](O1)N1C=NC=2C(N)=NC=NC12)O)O.[Na+]